2-methoxy-3-{7-methylimidazo[1,2-a]pyridin-2-yl}pyridine COC1=NC=CC=C1C=1N=C2N(C=CC(=C2)C)C1